3-methoxy-2-((4-methoxybenzyl)oxy)-5-(4,4,5,5-tetramethyl-1,3,2-dioxaborolan-2-yl)pyridine COC=1C(=NC=C(C1)B1OC(C(O1)(C)C)(C)C)OCC1=CC=C(C=C1)OC